6-(2-fluoro-4-methyl-phenyl)-5-[4-[(3S)-1-(3-fluoropropyl)pyrrolidin-3-yl]oxyphenyl]-8,9-dihydro-7H-benzo[7]annulene-2-carboxylic acid FC1=C(C=CC(=C1)C)C1=C(C2=C(CCC1)C=C(C=C2)C(=O)O)C2=CC=C(C=C2)O[C@@H]2CN(CC2)CCCF